N1=C2C(=CC=C1)CCC2 5,7-dihydrocyclopenta[b]pyridine